5-[[4-[bis[(4-methoxyphenyl)methyl]sulfamoyl]-3-fluoro-phenyl]methyl]-1-(3-bromophenyl)-4-(cyclopropylmethyl)pyrrole-3-carboxamide tert-butyl-3-(2-(5-aminopentanamido)ethoxy)propanoate C(C)(C)(C)OC(CCOCCNC(CCCCN)=O)=O.COC1=CC=C(C=C1)CN(S(=O)(=O)C1=C(C=C(C=C1)CC1=C(C(=CN1C1=CC(=CC=C1)Br)C(=O)N)CC1CC1)F)CC1=CC=C(C=C1)OC